2,6-bis(1-(3-methylphenyl)vinyl)-4-methylaniline CC=1C=C(C=CC1)C(=C)C1=C(N)C(=CC(=C1)C)C(=C)C1=CC(=CC=C1)C